N[C@H](C1=CC=CC=C1)C(=O)O.[Na] |r| sodium racemic-phenylglycine